3-(9H-purin-9-yl)propanenitrile N1=CN=C2N(C=NC2=C1)CCC#N